4-hydroxy(phenyl)methylphenylboronic acid B(C1=CC=C(C=C1)O)(O)OCC2=CC=CC=C2